isopropyl-5-methyl-1,2,4-triazole-3-carbaldehyde C(C)(C)C(=O)C1=NNC(=N1)C